(R)-5-methoxy-6-methyl-7-(5-(pyrrolidin-3-yloxy)pentyl)-1,2,3,4-tetrahydro-1,8-naphthyridine COC1=C2CCCNC2=NC(=C1C)CCCCCO[C@H]1CNCC1